1-(naphthalen-1-yl)-N-(((R)-spiro[chromane-4,2'-[1,3]dioxolan]-2-yl)methyl)ethan-1-amine C1(=CC=CC2=CC=CC=C12)C(C)NC[C@@H]1OC2=CC=CC=C2C2(OCCO2)C1